N-([1,2,4]triazolo[4,3-b]pyridazin-6-yl)-2-(4-(dimethylamino)-1-oxo-6-(trifluoromethyl)phthalazin-2(1H)-yl)acetamide N=1N=CN2N=C(C=CC21)NC(CN2C(C1=CC=C(C=C1C(=N2)N(C)C)C(F)(F)F)=O)=O